N-(3-(pyrazino[6',1':2,3]imidazo[4,5-b][1,6]naphthyridin-12-ylamino)phenyl)acetamide C1=C2C(=C3C(=NC2=CC=N1)N1C(=N3)C=NC=C1)NC=1C=C(C=CC1)NC(C)=O